3-allylamino-2-hydroxypropane sodium [Na].C(C=C)NCC(C)O